BrC=1C=CC(=NC1)[C@H](C)NC(OC(C)(C)C)=O (S)-tert-butyl (1-(5-bromopyridin-2-yl)ethyl)carbamate